2,3,5-trichloro-4-nitrotoluene ClC1=C(C)C=C(C(=C1Cl)[N+](=O)[O-])Cl